(R)-3-(6'-hydroxy-2',4',6'-trimethyl-7'-oxo-6',7'-dihydrospiro[cyclopropane-1,5'-inden]-3'-yl)propyl (2-hydroxyethyl)carbamate OCCNC(OCCCC1=C(C=C2C([C@](C3(C(=C12)C)CC3)(C)O)=O)C)=O